3,5-difluoro-4-[[5-(4-fluorophenyl)-4-(2-morpholinoethyl)-1,2,4-triazol-3-yl]sulfanyl]benzenecarbohydroxamic acid FC=1C=C(C=C(C1SC1=NN=C(N1CCN1CCOCC1)C1=CC=C(C=C1)F)F)C(=O)NO